(S)-2-((1-((1,1-bis(4-fluorophenyl)prop-1-en-2-yl)amino)-4-methyl-1-oxopentan-2-yl)carbamoyl)-4-methoxypyridin-3-yl isobutyrate C(C(C)C)(=O)OC=1C(=NC=CC1OC)C(N[C@H](C(=O)NC(=C(C1=CC=C(C=C1)F)C1=CC=C(C=C1)F)C)CC(C)C)=O